C[C@@H]1N(C[C@@H](CC1)C)C(C(=O)NC=1C=C(C(=NC1)NC(OC(C)(C)C)=O)C)=O tert-butyl N-[5-[[2-[(2S,5R)-2,5-dimethyl-1-piperidyl]-2-oxo-acetyl]amino]-3-methyl-2-pyridyl]carbamate